N-(2-(3,3-difluoropyrrolidin-1-yl)-4-(1H-pyrazol-5-yl)pyridin-3-yl)-4-(prop-1-en-2-yl)benzamide FC1(CN(CC1)C1=NC=CC(=C1NC(C1=CC=C(C=C1)C(=C)C)=O)C1=CC=NN1)F